C1(CCCC1)N1CCN(CC1)C1=CC=C2C(CN(CC2=C1)C(=O)OC1CCCC1)(C)C cyclopentyl 7-(4-cyclopentylpiperazin-1-yl)-4,4-dimethyl-3,4-dihydroisoquinoline-2(1H)-carboxylate